N1=CN=CC2=C1C=CC=N2 Pyrimidopyridine